CC1CCCC2(NC1C2)C(=O)O cis-5-methyl-7-azabicyclo[4.1.1]octane-1-carboxylic acid